C1(CCCCC1)NC(OC1CN(C1)C1=CC(=C(C(=C1)F)C1C(NC(CC1)=O)=O)F)=O 1-(4-(2,6-dioxopiperidin-3-yl)-3,5-difluorophenyl)azetidin-3-yl cyclohexylcarbamate